CN1C=NC=C1C1=C2C=CNC(C2=C(C=C1)NC1=NC=C(C=C1)N1CCNCC1)=O 5-(1-methyl-1H-imidazol-5-yl)-8-((5-(piperazin-1-yl)pyridin-2-yl)amino)isoquinolin-1(2H)-one